CC1([C@H](C1)C(=O)N1CC2(C1)CN(CC2CO)C(=O)C2=CN=CS2)C (2-((s)-2,2-dimethylcyclopropane-1-carbonyl)-8-(hydroxymethyl)-2,6-diazaspiro[3.4]octan-6-yl)(thiazol-5-yl)methanone